4-(3,4-difluorophenyl)-N-(5-hydroxypyridin-2-yl)piperazine-1-carboxamide FC=1C=C(C=CC1F)N1CCN(CC1)C(=O)NC1=NC=C(C=C1)O